3-methyl-N-(p-tolyl)aniline oxetan-3-ylmethyl-((benzyloxy)carbonyl)-L-alaninate O1CC(C1)CN([C@@H](C)C(=O)O)C(=O)OCC1=CC=CC=C1.CC=1C=C(NC2=CC=C(C=C2)C)C=CC1